COC1=C(C=C(C(=C1)OC)OC)\C=C\C trans-2,4,5-trimethoxy-1-propenylbenzene